1,2-diacetyl-benzene tert-butyl-4-(7-chloro-6-fluoro-1-(2-isopropyl-4-methylpyridin-3-yl)-2-carbonyl-1,2-dihydropyrido[2,3-d]pyrimidin-4-yl)-3-vinylpiperazine-1-carboxylate C(C)(C)(C)OC(=O)N1CC(N(CC1)C=1C2=C(N(C(N1)=C=O)C=1C(=NC=CC1C)C(C)C)N=C(C(=C2)F)Cl)C=C.C(C)(=O)C2=C(C=CC=C2)C(C)=O